2'-bromo-4-[(3,5-difluoropyridin-2-yl)methoxy]-5',6-dimethyl-[1,4'-bipyridin]-2-one BrC1=NC=C(C(=C1)N1C(C=C(C=C1C)OCC1=NC=C(C=C1F)F)=O)C